C(C)(=O)C=1C=C(C(N(C1)CC(F)(F)F)=O)C(=O)NC1=CC(=CC=C1)C1(CC(C1)C)C1=NN=CN1C 5-Acetyl-N-(3-((1s,3s)-3-methyl-1-(4-methyl-4H-1,2,4-triazol-3-yl)cyclobutyl)phenyl)-2-oxo-1-(2,2,2-trifluoroethyl)-1,2-dihydropyridine-3-carboxamide